2-((2S,3R)-2-benzyl-3-methylpyrrolidin-1-yl)-6-((R)-2-methylmorpholino)pyrimidin-4(3H)-one C(C1=CC=CC=C1)[C@@H]1N(CC[C@H]1C)C1=NC(=CC(N1)=O)N1C[C@H](OCC1)C